OC[C@H](C[C@H]1C(NCC1)=O)NC([C@H](CC(C)C)NC(=O)C=1NC2=CC=CC=C2C1)=O N-((S)-1-(((S)-1-hydroxy-3-((S)-2-oxopyrrolidin-3-yl)propan-2-yl)amino)-4-methyl-1-oxopentan-2-yl)-1H-indole-2-carboxamide